[Si](C)(C)(C(C)(C)C)O[C@H]1C[C@@H](O[C@@H]1CO[Si](C)(C)C(C)(C)C)N1C(NC(C(=C1)C)=O)=O 1-((2R,4S,5R)-4-((tert-butyldimethylsilyl)oxy)-5-(((tert-butyldimethylsilyl)oxy)methyl)tetrahydrofuran-2-yl)-5-methylpyrimidine-2,4(1H,3H)-dione